geranyl propionoate C(CC)(=O)OC\C=C(/C)\CCC=C(C)C